ClS(=O)(=O)C1=C(C=C(C=C1OC)C1N(CCCC1)C(=O)OC(C)(C)C)OC tert-butyl 2-[4-(chlorosulfonyl)-3,5-dimethoxyphenyl]piperidine-1-carboxylate